1-benzyl-4-(4-fluorophenyl)piperidine-4-formamide tert-butyl-(S)-3-((R)-2-amino-1-hydroxyethyl)-3,4-dihydroisoquinoline-2(1H)-carboxylate C(C)(C)(C)OC(=O)N1CC2=CC=CC=C2C[C@H]1[C@@H](CN)O.C(C1=CC=CC=C1)N1CCC(CC1)(C(=O)N)C1=CC=C(C=C1)F